N-[(9Z)-3,3-dimethyl-10-oxo-1,2,3,4,9,10-hexahydrophenanthren-9-ylidene]-L-glutamine CC1(CCC=2C(\C(\C3=CC=CC=C3C2C1)=N/[C@@H](CCC(N)=O)C(=O)O)=O)C